(3-chloro-2-hydroxylpropyl)trimethyl-ammonium chloride [Cl-].ClCC(C[N+](C)(C)C)O